FC1=CC=C(OC2=CC=C(C(=O)O)C=C2)C=C1 4-(4-fluorophenoxy)benzoic acid